5-(benzyloxy)-N-([4-[1-methyl-4-(trifluoromethyl)-1H-imidazol-2-yl]phenyl]methyl)-2-[2-(prop-2-yl)pyridin-3-yl]pyrimidin-4-amine C(C1=CC=CC=C1)OC=1C(=NC(=NC1)C=1C(=NC=CC1)C(C)C)NCC1=CC=C(C=C1)C=1N(C=C(N1)C(F)(F)F)C